4-(((cyanomethyl) (methyl) amino) methyl)-3-(2-fluoro-3-((N-methylsulfamoyl) amino) benzyl)-2-oxo-2H-benzopyran-7-yl dimethylcarbamate CN(C(OC1=CC2=C(C(=C(C(O2)=O)CC2=C(C(=CC=C2)NS(NC)(=O)=O)F)CN(C)CC#N)C=C1)=O)C